7-(3-(2-cyclopropylphenyl)-7,8-dihydro-1,6-naphthyridin-6(5H)-yl)-8-methyl-4H-pyrimido[1,2-b]pyridazin-4-one C1(CC1)C1=C(C=CC=C1)C=1C=NC=2CCN(CC2C1)C=1C(=CC=2N(N1)C(C=CN2)=O)C